2-(3-ethylsulfonyl-5-vinyl-2-pyridyl)-7-trifluoromethyl-[1,2,4]triazolo[1,5-a]pyridine C(C)S(=O)(=O)C=1C(=NC=C(C1)C=C)C1=NN2C(C=C(C=C2)C(F)(F)F)=N1